2-(6-fluoro-2-methyl-1-benzofuran-5-yl)-4,4,5,5-tetramethyl-1,3,2-dioxaborolane FC1=CC2=C(C=C(O2)C)C=C1B1OC(C(O1)(C)C)(C)C